(1S,2S)-2-(3-chlorophenyl)-N-(4-(((6-cyclopropyl-8-(methylsulfonamido)imidazo[1,2-a]pyridin-2-yl)methyl)amino)pyridin-2-yl)cyclopropane-1-carboxamide behenyl-oleate C(CCCCCCCCCCCCCCCCCCCCC)OC(CCCCCCC\C=C/CCCCCCCC)=O.ClC=1C=C(C=CC1)[C@@H]1[C@H](C1)C(=O)NC1=NC=CC(=C1)NCC=1N=C2N(C=C(C=C2NS(=O)(=O)C)C2CC2)C1